C(C)(C)NC(C=C=C)=O N-isopropylbuta-2,3-dienamide